normal triacontyl-dimethyl-chlorosilane C(CCCCCCCCCCCCCCCCCCCCCCCCCCCCC)[Si](Cl)(C)C